NC1=C2N(C(N(C2=NC=N1)C1CCN(CC1)CC1CCC2(CCN(CC2)C(=O)OC(C)(C)C)CC1)=O)C1=CC=C(C=C1)OC1=CC=CC=C1 tert-butyl 9-({4-[6-amino-8-oxo-7-(4-phenoxyphenyl) purin-9-yl] piperidin-1-yl} methyl)-3-azaspiro[5.5]undecane-3-carboxylate